(E)-2-(2-(aminomethyl)-3-fluoroallyl)-5-cyclobutyl-2,5,6,7-tetrahydro-4H-pyrazolo[4,3-c]pyridin-4-one NC/C(/CN1N=C2C(C(N(CC2)C2CCC2)=O)=C1)=C\F